C12(CC(C1)C2)C(=O)NS(=O)(=O)C2=CC=C(O2)C(=O)NC2CC1(C2)CC(C1)C=1OC2=C(N1)C=C(C=C2)Cl 5-(bicyclo[1.1.1]pentane-1-carbonylsulfamoyl)-N-[6-(5-chloro-1,3-benzoxazol-2-yl)spiro[3.3]heptan-2-yl]furan-2-carboxamide